Methyl 3-(3-(4-(2-acetylaminoethoxy)phenoxy) azetidin-1-yl)-2-(1H-pyrrol-1-yl)benzoate C(C)(=O)NCCOC1=CC=C(OC2CN(C2)C=2C(=C(C(=O)OC)C=CC2)N2C=CC=C2)C=C1